O=CCCCC(=O)OCCCCCCCCCCCCCCCC hexadecyl 5-oxo-pentanoate